8-(5-(dodecanoyloxy)-2-hydroxypentyl)-6,26-dihydroxy-24-(2-hydroxy-6-(undecanoyloxy)hexyl)-16-methyl-14,18-dioxo-8,13,16,19,24-pentaazahentriacontane-1,31-diylbis(2-octyldecanoate) C(CCCCCCCCCCC)(=O)OCCCC(CN(CC(CCCCCC(C(=O)[O-])(CCCCCCCC)CCCCCCCC)O)CCCCNC(CN(CC(NCCCCN(CC(CCCCCC(C(=O)[O-])(CCCCCCCC)CCCCCCCC)O)CC(CCCCOC(CCCCCCCCCC)=O)O)=O)C)=O)O